lithium 5-(2,4-difluoro-phenyl)-oxazole-2-carboxylate FC1=C(C=CC(=C1)F)C1=CN=C(O1)C(=O)[O-].[Li+]